6-(methyl-d3)nicotinic hydrazide C(C1=NC=C(C(=O)NN)C=C1)([2H])([2H])[2H]